(Z)-1-(3-((4,4-bis(octyloxy)butanoyl)oxy)-2-(hydroxymethyl)propyl) 9-(non-2-en-1-yl) nonanedioate C(CCCCCCCC(=O)OCC=CCCCCCC)(=O)OCC(COC(CCC(OCCCCCCCC)OCCCCCCCC)=O)CO